COC1=CC=2N(C=C1)C(=C(N2)C)C(=O)[O-].[K+] potassium 7-methoxy-2-methylimidazo[1,2-a]pyridine-3-carboxylate